C(C1CO1)N(C1=CC=C(C=C1)OCC1CO1)CC1CO1 N,N-diglycidyl-4-(glycidoxy)aniline